BrC1=C2C(=CC(=NC2=CC(=C1)S(=O)(=O)NC1(CC1)C)O)C 5-bromo-2-hydroxy-4-methyl-N-(1-methylcyclopropyl)quinoline-7-sulfonamide